C(C)(C)(C)C1=C(OC2=NC=CC=C2NC(=O)NC2=CC=C(C=C2)OC(F)(F)F)C=CC=C1 1-(2-(2-(tert-butyl)phenoxy)pyridin-3-yl)-3-(4-(trifluoromethoxy)phenyl)urea